6-amino-4-bromonicotinic acid methyl ester COC(C1=CN=C(C=C1Br)N)=O